BrC1=CC(=CC=2C=3N(C(=NC12)CC)C=CN3)C 7-bromo-5-ethyl-9-methylimidazo[1,2-c]quinazoline